2-(6-chloro-2-((R)-tetrahydrofuran-3-carbonyl)-1,2,3,4-tetrahydroisoquinolin-8-yl)pyrrolidine-1-carboxylic acid tert-butyl ester C(C)(C)(C)OC(=O)N1C(CCC1)C=1C=C(C=C2CCN(CC12)C(=O)[C@H]1COCC1)Cl